(3-((4-amino-6-(2-hydroxyethoxy)-1H-pyrazolo[3,4-d]pyrimidin-1-yl)methyl)-5-fluorobenzyl)(methyl)phosphonic acid NC1=C2C(=NC(=N1)OCCO)N(N=C2)CC=2C=C(COP(O)(=O)C)C=C(C2)F